NC1CC2=C(C=CC=C2C12CCN(CC2)C2=NC(=C(N=C2)SC2=C(C(=NC=C2)N)Cl)N)NC(C)=O N-(2-amino-1'-(6-amino-5-((2-amino-3-chloropyridin-4-yl)thio)pyrazin-2-yl)-2,3-dihydrospiro[indene-1,4'-piperidin]-4-yl)acetamide